(S,2R)-N'-((1,2,3,5,6,7-hexahydro-s-indacen-4-yl)carbamoyl)-2-methyl-2,3-dihydropyrazolo[5,1-b]oxazole-7-sulfonimidamide C1CCC2=C(C=3CCCC3C=C12)NC(=O)N=[S@@](=O)(N)C=1C=NN2C1O[C@@H](C2)C